2-[(2R,4S)-2-[1-(cyclopropylmethyl)pyrazol-4-yl]tetrahydropyran-4-yl]-4-[2-fluoro-4-(trifluoromethyl)phenyl]-6,7-dimethyl-pteridine C1(CC1)CN1N=CC(=C1)[C@@H]1OCC[C@@H](C1)C1=NC2=NC(=C(N=C2C(=N1)C1=C(C=C(C=C1)C(F)(F)F)F)C)C